COC1=C(C=CC(=C1)OC)CNC1=NC=CC(=C1)B(O)O [2-[(2,4-Dimethoxyphenyl)Methylamino]Pyridine-4-yl]Boronic acid